BrC1=CN(C2=NC=C(C(=C21)Cl)C#N)COCC[Si](C)(C)C 3-bromo-4-chloro-1-((2-(trimethylsilyl)ethoxy)methyl)-1H-pyrrolo[2,3-b]Pyridine-5-carbonitrile